N-(2-hydroxyethyl)-N'-(t-Butoxycarbonyl)ethylenediamine OCCNCCNC(=O)OC(C)(C)C